FC(S(=O)(=O)OC1=NC2=CC(=CC=C2C(=C1C#N)C1=C(C=CC=C1)Cl)Br)(F)F 7-bromo-4-(2-chlorophenyl)-3-cyanoquinolin-2-yl trifluoromethanesulfonate